2,3-dibutyl-1,4-butanediol benzoate diphenylphosphinite C1(=CC=CC=C1)P(C1=CC=CC=C1)OCC(C(COC(C1=CC=CC=C1)=O)CCCC)CCCC